CN(CC(=O)N1CCC2=CC(=C(C=C12)NC=1N=C(C2=C(N1)NC=C2)NC2=C(C(=O)NC)C(=CC=C2)F)OC)C 2-((2-((1-(2-(Dimethylamino)acetyl)-5-methoxyindolin-6-yl)amino)-7H-pyrrolo[2,3-d]pyrimidin-4-yl)amino)-6-fluoro-N-methylbenzamide